F[C@@H]1C[C@]2(CCCN2C1)COC1=NC2=C(C(=C(C=C2C(=N1)N1CC2CCC(C1)N2)Cl)C2(NC=C(C(=C2)C)C(F)(F)F)N)F 2-{[(2R,7aR)-2-fluoro-hexahydro-1H-pyrrolizin-7a-yl]methoxyl-6-chloro-4-{3,8-diazabicyclo[3.2.1]octan-3-yl}-8-fluoroquinazolin-7-yl}-4-methyl-5-(trifluoromethyl)pyridin-2-amine